2,5-difluoro-4-(methoxyl)benzaldehyde FC1=C(C=O)C=C(C(=C1)OC)F